(4,5-dimethyl-2-nitrophenyl)methanol CC1=CC(=C(C=C1C)CO)[N+](=O)[O-]